BrC1=CC=CC2=C1SCC1=C(C2=O)C=CC(=C1F)F 4-Bromo-7,8-difluoro-dibenzo[b,e]thiepin-11(6H)-one